N-(4-{8-Oxatricyclo[7.4.0.02,7]trideca-1(9),2(7),3,5,10,12-hexaen-6-yl}phenyl)-[1,1'-biphenyl]-4-amin C1=2C=3C=CC=C(C3OC2C=CC=C1)C1=CC=C(C=C1)NC1=CC=C(C=C1)C1=CC=CC=C1